C(C1=CC=CC=C1)SC=1N(C(=NN1)CN1C2=CC=CC=C2C=2C=CC=CC12)C1=CC=CC=C1 9-((5-benzylthio-4-phenyl-4H-1,2,4-triazol-3-yl)methyl)-9H-carbazole